ClC1=CC=C(S1)CNC1=CC(=NN1)C1CCN(CC1)S(=O)(=O)N1CCOCC1 N-[(5-Chlorothiophen-2-yl)methyl]-3-[1-(morpholin-4-sulfonyl)piperidin-4-yl]-1H-pyrazol-5-amin